(S)-azepan-2-ylmethanol N1[C@@H](CCCCC1)CO